3-vinyl-imidazole bromine salt [Br].C(=C)N1C=NC=C1